2,2-difluoro-2-iodo-1-(2-thienyl)-ethan-1-one FC(C(=O)C=1SC=CC1)(I)F